difluoro-3-butenoic anhydride FC(C(=O)OC(C(C=C)(F)F)=O)(C=C)F